OCCOCCOCCOCCOCCCC1=CC=CC=2N(C(N(C21)C)=O)C2C(NC(CC2)=O)=O 3-[4-[3-[2-[2-[2-(2-Hydroxyethoxy)ethoxy]ethoxy]ethoxy]propyl]-3-methyl-2-oxo-benzimidazol-1-yl]piperidine-2,6-dione